tert-butyl N-[(3R)-7-[[[1-(tert-butoxycarbonylamino)cyclopentanecarbonyl]amino]carbamoyl]-4-oxo-5-[[4-(trifluoromethoxy)phenyl]methyl]-2,3-dihydro-1,5-benzothiazepin-3-yl]carbamate C(C)(C)(C)OC(=O)NC1(CCCC1)C(=O)NNC(=O)C=1C=CC2=C(N(C([C@H](CS2)NC(OC(C)(C)C)=O)=O)CC2=CC=C(C=C2)OC(F)(F)F)C1